3-(2-chloropyrimidin-4-yl)-6-methyl-1H-indole ClC1=NC=CC(=N1)C1=CNC2=CC(=CC=C12)C